2-(ethyl-(phenyl)amino)-3,5-dihydro-4H-imidazol-4-one C(C)N(C1=NCC(N1)=O)C1=CC=CC=C1